methyl (R)-4-((4-(5-chloro-6-oxo-4-(((tetrahydro-2H-pyran-3-yl)methyl)amino)pyridazin-1(6H)-yl)piperidin-1-yl)sulfonyl)benzoate Sodium hydride [H-].[Na+].ClC1=C(C=NN(C1=O)C1CCN(CC1)S(=O)(=O)C1=CC=C(C(=O)OC)C=C1)NC[C@@H]1COCCC1